ClC1=CC(=C(C=C1)C=1CCCC2=C(C1C1=CC=C(C=C1)C(C1CN(C1)CCCF)(F)F)C=CC(=C2)C(=O)O)C 8-(4-chloro-2-methylphenyl)-9-(4-(difluoro(1-(3-fluoropropyl)azetidin-3-yl)methyl)phenyl)-6,7-dihydro-5H-benzo[7]annulene-3-carboxylic acid